tetrahydroisoquinolin C1CNCC2=CC=CC=C21